C(C)(=O)C1=NN(C2=CC=C(C=C12)C=1C=NC(=NC1)C)CC(=O)N1[C@H](C[C@@H](C1)F)C(=O)NC1=NC(=CC=C1)Br (2R,4S)-1-(2-(3-acetyl-5-(2-methylpyrimidin-5-yl)-1H-indazol-1-yl)acetyl)-N-(6-bromopyridin-2-yl)-4-fluoropyrrolidine-2-carboxamide